CN1N=NC(=C1C1=C(C2=C(C=N1)N=C(S2)N)C)C 6-(1,4-dimethyl-1H-1,2,3-triazol-5-yl)-7-methylthiazolo[4,5-c]pyridin-2-amine